ethyl-N-allyl-m-toluidine C(C)N(C1=CC(=CC=C1)C)CC=C